3-Methoxy-4-((2-methoxy-1-(2-methoxyphenyl)ethyl)amino)-N-(5-(5-methyl-1H-pyrazol-1-yl)-1,3,4-thiadiazol-2-yl)-2-oxo-2H-pyran-6-carboxamide COC=1C(OC(=CC1NC(COC)C1=C(C=CC=C1)OC)C(=O)NC=1SC(=NN1)N1N=CC=C1C)=O